BrC=1CN(CCC1C(N(C1=NNC=C1)C)=O)C(=O)OC(C)(C)C tert-butyl 3-bromo-4-[methyl(1H-pyrazol-3-yl)carbamoyl]-5,6-dihydro-2H-pyridine-1-carboxylate